N,6-dimethyl-5-(4-((2-(3-methylureido)thiazol-5-yl)methyl)piperazin-1-yl)picolinamide CNC(C1=NC(=C(C=C1)N1CCN(CC1)CC1=CN=C(S1)NC(=O)NC)C)=O